CC1=C[C@H]2N(C=3N=CC(=CC13)C(F)(F)F)CCNC2 (R)-5-methyl-3-(trifluoromethyl)-6a,7,9,10-tetrahydro-8H-pyrazino[1,2-a][1,8]naphthyridin